BrC1=C(C=2C(N(CC3(C2S1)CC3)C)=O)C 2'-Bromo-3',5'-dimethyl-5',6'-dihydro-4'H-spiro[cyclopropane-1,7'-thieno[3,2-c]pyridin]-4'-one